C(C)(C)C=1N(N=C2C=CC(=CC12)C1=CC(=NC=N1)N)C 6-(3-isopropyl-2-methyl-2H-indazol-5-yl)pyrimidin-4-amine